4-amino-6-(4-amino-3-fluorophenoxy)-2-(methylthio)pyrimidine-5-carbonitrile NC1=NC(=NC(=C1C#N)OC1=CC(=C(C=C1)N)F)SC